2-(3-aminobenzyl)-6-bromoisoquinolin-1(2H)-one NC=1C=C(CN2C(C3=CC=C(C=C3C=C2)Br)=O)C=CC1